n-hexadecyldiethylamine C(CCCCCCCCCCCCCCC)N(CC)CC